Dimethylethylamine hydrochloride Cl.CN(CC)C